(S)-5-(2,6-difluorophenyl)-9-(4-(2-fluoroethyl)-3-methylpiperazin-1-yl)-3,7-dimethyl-1,6-dihydropyrazolo[4,3-d]pyrido[4,3-f][1,3]diazepine FC1=C(C(=CC=C1)F)C=1NC2=C(C3=C(N1)C(=NN3)C)C=C(N=C2C)N2C[C@@H](N(CC2)CCF)C